C(#N)[C@H](C[C@H]1C(NCC1)=O)NC(=O)[C@@H]1N([C@H]2CC([C@@H]1CC2)(F)F)C([C@@](C)(C2=CC=CC=C2)O)=O (1R,3R,4R)-N-((S)-1-cyano-2-((S)-2-oxopyrrolidin-3-yl)ethyl)-5,5-difluoro-2-((R)-2-hydroxy-2-phenylpropanoyl)-2-azabicyclo[2.2.2]octane-3-carboxamide